5-cyano-6-methylsulfonyl-3-Pyridinecarboxamide C(#N)C=1C=C(C=NC1S(=O)(=O)C)C(=O)N